C(C)OP(=O)(OCC)C(C(=O)OC(C)(C)C)CC=1SC(=NN1)CCCCCCCC tert-butyl 2-(diethoxyphosphoryl)-3-(5-octyl-1,3,4-thiadiazol-2-yl)propanoate